N-[6-(difluoromethyl)-2-pyridinyl]-2-[1-[2-[4-[4-(2,6-dioxo-3-piperidinyl)phenyl]-1-piperidinyl]acetyl]-4-piperidinyl]-6-isopropoxy-indazole-5-carboxamide FC(C1=CC=CC(=N1)NC(=O)C1=CC2=CN(N=C2C=C1OC(C)C)C1CCN(CC1)C(CN1CCC(CC1)C1=CC=C(C=C1)C1C(NC(CC1)=O)=O)=O)F